N,N-bis(3-(Boc-amino)propyl)biphenyl-methanamide C(=O)(OC(C)(C)C)NCCCN(C(=O)C=1C(=CC=CC1)C1=CC=CC=C1)CCCNC(=O)OC(C)(C)C